COC=1C=C(C=C(C1OC)OC)C1=NN=C(O1)S 5-(3,4,5-trimethoxyphenyl)-1,3,4-oxadiazole-2-thiol